COC(=O)C=1C(N(C2=NC(=CC=C2C1O)C(F)(F)F)C1=CC=CC=C1)=O 4-hydroxy-2-oxo-1-phenyl-7-(trifluoromethyl)-1,2-dihydro-1,8-naphthyridine-3-carboxylic acid methyl ester